N-(cis-2-(((cis-4-isopropylcyclohexyl)oxy)methyl)-1-(morpholin-4-ylcarbonyl)piperidin-3-yl)methanesulfonamide C(C)(C)[C@H]1CC[C@H](CC1)OC[C@@H]1N(CCC[C@@H]1NS(=O)(=O)C)C(=O)N1CCOCC1